C1(CC1)C(=O)NC=1SC2=C(N1)C=CC=C2C2=CC(=C(OCC(=O)O)C=C2)C=2OC(=CC2)P(=O)(O)O 2-[4-[2-(cyclopropanecarbonylamino)-1,3-benzothiazol-7-yl]-2-(5-phosphono-2-furyl)phenoxy]acetic acid